ClC1=CC=C2C=CN(C2=C1)C(=O)[O-] 6-chloroindole-1-carboxylate